N-(tert-butyl)-4-(piperidin-4-yl)aniline C(C)(C)(C)NC1=CC=C(C=C1)C1CCNCC1